(2S)-[4-(carbamoylmethyl)thiazol-2-ylthio]-N-{[4-(3,4-difluorobenzyl)morpholin-2-yl]methyl}acetamide 2-(3,4-dihydroxyphenyl)ethyl-methacrylate OC=1C=C(C=CC1O)CCOC(C(=C)C)=O.C(N)(=O)CC=1N=C(SC1)SCC(=O)NC[C@H]1CN(CCO1)CC1=CC(=C(C=C1)F)F